O1CCC(CC1)C=1C=C(C(=CC1)N)N 4-(tetrahydropyran-4-yl)benzene-1,2-diamine